FC1=CC(=C(OC2=C(C=C(C=C2)S(=O)(=O)N)C=2C3=C(C(N(C2)C)=O)C=C(O3)C3=CC(=C(C(=C3)C)OCCO)C)C(=C1)C)C 4-(4-fluoro-2,6-dimethylphenoxy)-3-(2-(4-(2-Hydroxyethoxy)-3,5-dimethylphenyl)-5-methyl-4-oxo-4,5-dihydrofuro[3,2-c]pyridin-7-yl)benzenesulfonamide